C(C=C)(=O)O.C(C=C)(=O)O.C(C=C)(=O)O.C(CCCCCCCCCCC)C(C(CO)(CO)CO)C dodecyl-trimethylolpropane triacrylate